ClC1=CC=C(C=C1)C(C(N1CC2(C3=CC=C(C=C13)OC(F)(F)F)CC2)=O)NC=2C=C(C=C(C2)OC)C(C)=NOC(C(=O)O)(C)C 2-(((1-(3-((1-(4-chlorophenyl)-2-oxo-2-(6'-(trifluoromethoxy)spiro[cyclopropane-1,3'-indolin]-1'-yl)ethyl)amino)-5-methoxyphenyl)ethylidene)amino)oxy)-2-methylpropanoic acid